methyl (R)-4-(5-amino-4-((((4-fluorophenyl)methyl-d2)sulfonyl)oxy)-3-oxo-2,3-dihydrofuran-2-yl-2-d)benzoate NC1=C(C([C@@](O1)([2H])C1=CC=C(C(=O)OC)C=C1)=O)OS(=O)(=O)C([2H])([2H])C1=CC=C(C=C1)F